trideuteriomethylhydrazine dihydrochloride Cl.Cl.[2H]C([2H])([2H])NN